O=C1[N+](=C2N(C(C1C1=CC(=CC=C1)C(F)(F)F)=O)C=CC=C2)CC=2C=NC=NC2 2,4-dioxo-1-(pyrimidin-5-ylmethyl)-3-(3-(trifluoromethyl)phenyl)-3,4-dihydro-2H-pyrido[1,2-a]pyrimidin-1-ium